NCCCN(C=CCCN(CCCN)CCCN)CCCN 1,4-Bis[bis(3-aminopropyl)amino]butaneN